(((tetrahydro-2H-pyran-2-yl)oxy)methyl)chroman-4-ol O1C(CCCC1)OCC1OC2=CC=CC=C2C(C1)O